O1COC2=C1C=CC=C2 [1,3]-Benzodioxole